(S)-4-(5-methyl-1H-pyrazol-4-yl)-1-prolylindoline TFA salt OC(=O)C(F)(F)F.CC1=C(C=NN1)C1=C2CCN(C2=CC=C1)C([C@H]1NCCC1)=O